N-carboxyethyl-L-cysteine C(=O)(O)CCN[C@@H](CS)C(=O)O